(7-(diethylamino)-2-oxo-2H-chromen-4-yl)(phenyl)methyl piperidine-1-carboxylate N1(CCCCC1)C(=O)OC(C1=CC=CC=C1)C1=CC(OC2=CC(=CC=C12)N(CC)CC)=O